3,4-Di-methylanisol CC=1C=C(C=CC1C)OC